tert-butyl {(1S)-2-[(2S)-2-{[4-(5-cyano-1H-indol-2-yl)phenyl] carbamoyl}pyrrolidin-1-yl]-2-oxo-1-phenylethyl}carbamate C(#N)C=1C=C2C=C(NC2=CC1)C1=CC=C(C=C1)NC(=O)[C@H]1N(CCC1)C([C@H](C1=CC=CC=C1)NC(OC(C)(C)C)=O)=O